((amino(4-((5-chloro-3-fluoropyridin-2-yl)oxy)phenyl)methylene)-amino)oxy-2-((tert-butoxycarbonyl)amino)-4-oxobutanoate NC(C1=CC=C(C=C1)OC1=NC=C(C=C1F)Cl)=NOC(C(=O)[O-])(CC=O)NC(=O)OC(C)(C)C